C=C=CC 1,2-Butadien